{[5-(2,5-dichlorophenyl)-3-hydroxypyridine-2-carbonyl]amino}acetic acid ClC1=C(C=C(C=C1)Cl)C=1C=C(C(=NC1)C(=O)NCC(=O)O)O